1-(3-Difluoromethyl-bicyclo[1.1.1]pent-1-yl)-3-(2-fluoro-3-trifluoromethyl-benzyl)-urea FC(C12CC(C1)(C2)NC(=O)NCC2=C(C(=CC=C2)C(F)(F)F)F)F